3-isopropenyl-1,2-methylenedioxybenzene C(=C)(C)C=1C2=C(C=CC1)OCO2